ClC=1C=C(C=CC1OCC1=NC=CC=C1)C(C(=O)N)C#N (3-chloro-4-(2-pyridylmethoxy)phenyl)-2-cyanoacetamide